C12CNCC(CC1)N2C=2SC=1CN(CCC1N2)C(CC2CCC1(COC1)CC2)=O 1-(2-(3,8-diazabicyclo[3.2.1]octan-8-yl)-6,7-dihydrothiazolo[5,4-c]pyridin-5(4H)-yl)-2-(2-oxaspiro[3.5]nonan-7-yl)ethan-1-one